21-(methylamino)-9,12-dioxa-5,16,18,22-tetrazatetracyclo[15.6.2.14,8.020,24]hexacosa-1(23),4(26),5,7,17(25),18,20(24),21-octaen-2-yn-15-one CNC=1C=2C=NC=3NC(CCOCCOC4=CC=NC(C#CC(=CN1)C2C3)=C4)=O